C(CCCCCCC\C=C/C\C=C/CCCCC)O linoleyl alcohol